C(C(=C)C)(=O)O.C(=C)Cl vinylchloride methacrylate